ClC1=CC(=C(C=C1)C1=NC(=CC=2N=C(N(C(C21)=O)C)C)N2C[C@@H](OCC2)C=2C=NN(C2)C=C)F 5-(4-chloro-2-fluorophenyl)-7-((2S)-2-(1-vinyl-1H-pyrazol-4-yl)-4-morpholinyl)-2,3-dimethylpyrido[4,3-d]pyrimidin-4(3H)-one